FC1=C2C(=NC=3N(C2=CC=C1)C(=NN3)C)N3CCN(CC1=C3C=CC=C1C#CC(C#N)(C)C)C 4-[1-(6-fluoro-1-methyl-[1,2,4]triazolo[4,3-a]quinazolin-5-yl)-4-methyl-3,5-dihydro-2H-1,4-benzodiazepin-6-yl]-2,2-dimethyl-but-3-ynenitrile